BrC1=CC(=C(O[C@H](C(=O)O)CC)C=C1)C#C (S)-2-(4-bromo-2-ethynylphenoxy)butyric acid